C(C)(=O)O[C@@H]1[C@H](C(O)O[C@@H]([C@H]1OC(C)=O)CO)NC(C)=O N-acetylglucosamine 3,4-diacetate